CC(C)CCCC[C@@H]1[C@H](CCCCCCCCCC)O1 (7r,8s)-7,8-epoxy-2-methyl-octadecane